C(CC)(=O)OCCCCCCCCCCCCCCCCCCCCCC docosyl n-propanoate